NC1=C(C=C(C=C1)NC=1N=CC2=C(N1)CN(CC2)C2=C(C1=C(OCCN1C(=O)[O-])N=C2)C)C 7-{2-[(4-amino-3-methylphenyl)amino]-5H,6H,7H,8H-pyrido[3,4-d]pyrimidin-7-yl}-8-methyl-1H,2H,3H-pyrido[2,3-b][1,4]oxazine-1-carboxylate